ClC1=CC=C(C(=N1)C(=O)O)N[C@H](C)C1=C2N=C(C(=NC2=CC(=C1)C)C#N)N1C2(CC(C1)(C2)C)COC (R)-6-chloro-3-((1-(2-cyano-3-(1-(methoxymethyl)-4-methyl-2-azabicyclo[2.1.1]hexan-2-yl)-7-methylquinoxalin-5-yl)ethyl)amino)picolinic acid